ClC1=C(C=C2C(=NC=3N(C2=C1)C=NN3)N(C=3C=C(C=CC3)C#CC3(CC3)O)C)F [2-[3-[(8-chloro-7-fluoro-[1,2,4]triazolo[4,3-a]quinazolin-5-yl)-methyl-amino]phenyl]ethynyl]cyclopropanol